(3-ethyloxetan-3-yl)methyl N-{[2-(2,6-dioxopiperidin-3-yl)-3-oxo-2,3-dihydro-1H-isoindol-5-yl]methyl}carbamate O=C1NC(CCC1N1CC2=CC=C(C=C2C1=O)CNC(OCC1(COC1)CC)=O)=O